4-iodo-1H-pyrrole-1-carboxylate IC=1C=CN(C1)C(=O)[O-]